CC1(O[C@@H](CNC1)COC1=C2C=CC=NC2=CC(=C1)C=1C=NN(C1)C(C)C)C 5-{[(2S)-6,6-Dimethylmorpholin-2-yl]methoxy}-7-[1-(propan-2-yl)-1H-pyrazol-4-yl]quinoline